isochinolin-1(2H)-on C1(NC=CC2=CC=CC=C12)=O